5-(((2S)-1-(3-Oxo-3-(3-((5-(trifluoromethyl)pyrimidin-2-yl)oxy)pyrrolidin-1-yl)propoxy)propan-2-yl)amino)-4-(trifluoromethyl)pyridazin-3(2H)-one O=C(CCOC[C@H](C)NC1=C(C(NN=C1)=O)C(F)(F)F)N1CC(CC1)OC1=NC=C(C=N1)C(F)(F)F